5-(dimethylamino)-2-[2-methoxy-6-methyl-4-(trifluoromethyl)phenyl]-1-methyl-imidazo[4,5-b]pyridine-6-carbonitrile CN(C1=C(C=C2C(=N1)N=C(N2C)C2=C(C=C(C=C2C)C(F)(F)F)OC)C#N)C